NC=1C=C(C=C(C1)OC)C=1C=NN(C1)C(=O)OC(C)(C)C tert-butyl 4-(3-amino-5-methoxyphenyl)-1H-pyrazole-1-carboxylate